tetrahydro-1H-thiazolo[3,4-a]pyridine-3(5H)-thione C1SC(N2C1CCCC2)=S